CC1=CC(=C(N=N1)[S@@](=O)(=N)C1=CC(=CC=C1)C(F)(F)F)C(=O)OC methyl 6-methyl-3-{(R,S)-[3-(trifluoromethyl)phenyl]sulfonimidoyl}pyridazine-4-carboxylate